[N+](=O)(OCCC(O)C1CCN(CC1)S(=O)(=O)C1=CC(=C(C=C1)OCC)C1=NN2C(C(N1)=O)=C(N=C2CCC)C)[O-] 3-(1-((4-ethoxy-3-(5-methyl-4-oxo-7-propyl-3,4-dihydroimidazo[5,1-f][1,2,4]triazin-2-yl) phenyl) sulfonyl) piperidin-4-yl)-3-hydroxypropyl nitrate